1-methyl-N-(4-(4-methylpiperidin-1-yl)phenyl)-1H-indol-6-amine CN1C=CC2=CC=C(C=C12)NC1=CC=C(C=C1)N1CCC(CC1)C